N-((S)-chroman-4-yl)-4-(dimethylamino)-8-(4-(trifluoromethyl)cyclohexyl)quinoline-3-carboxamide O1CC[C@@H](C2=CC=CC=C12)NC(=O)C=1C=NC2=C(C=CC=C2C1N(C)C)C1CCC(CC1)C(F)(F)F